5-[5-Chloro-1-(oxazolidin-2-yl)-6-oxo-1,6-dihydropyridazin-4-yl]-1-[[2-(trifluoromethyl)phenyl]methyl]-1h,4h,5h,6h,7h-pyrazolo[4,3-c]pyridine-3-carboxamide ClC1=C(C=NN(C1=O)C1OCCN1)N1CC2=C(CC1)N(N=C2C(=O)N)CC2=C(C=CC=C2)C(F)(F)F